(3-Fluoropyridin-4-yl)(1-((2-(trimethylsilyl)ethoxy)methyl)-1H-imidazol-4-yl)methyl acetate C(C)(=O)OC(C=1N=CN(C1)COCC[Si](C)(C)C)C1=C(C=NC=C1)F